(1R,3S)-3-{3-[(pyridin-2-ylacetyl)amino]-1H-pyrazol-5-yl}cyclopentyl tert-butylcarbamate C(C)(C)(C)NC(O[C@H]1C[C@H](CC1)C1=CC(=NN1)NC(CC1=NC=CC=C1)=O)=O